C[Si](O)(O)O monomethyl-silanetriol